boron trifluorourethane FC(COC(N)=O)(F)F.[B]